(S)-N-(6-(5-(fluoromethyl)-6,7-dihydro-5H-pyrrolo[2,1-c][1,2,4]triazol-3-yl)pyridin-2-yl)-3-methoxy-1-(pyrazin-2-yl)-1H-pyrazole-4-carboxamide FC[C@@H]1CCC2=NN=C(N21)C2=CC=CC(=N2)NC(=O)C=2C(=NN(C2)C2=NC=CN=C2)OC